C(C)(=O)OCC(C=CC(C(C=CC#CC=CC)O)O)C 5,6-dihydroxy-2-METHYLTRIDECA-3,7,11-trien-9-yn-1-YL ACETATE